1-(benzyloxy)-3-(2-(chloromethoxy)ethyl)benzene C(C1=CC=CC=C1)OC1=CC(=CC=C1)CCOCCl